8-fluoro-2-[(3-oxo-2-azabicyclo[2.2.2]octan-1-yl)methyl]-3,4-dihydro-1H-isoquinoline-6-carbohydroxamic acid FC=1C=C(C=C2CCN(CC12)CC12NC(C(CC1)CC2)=O)C(=O)NO